C1(CC1)N1C=CC2=C(C=C(C=C12)F)C1=C(C=C2NC(C=3N(C2=C1C(F)(F)F)C(=NN3)C)(C)C)F 8-(1-Cyclopropyl-6-fluoro-1H-indol-4-yl)-7-fluoro-1,4,4-trimethyl-9-(trifluoromethyl)-5H-[1,2,4]triazolo[4,3-a]quinoxaline